(6-Aminopyridin-3-yl)piperidine NC1=CC=C(C=N1)N1CCCCC1